N-(4-diethylaminobutyl)methacrylamide Ethyl-(R)-2-methylene-5-oxotetrahydro-1H-pyrrolizine-7a(5H)-carboxylate C(C)OC(=O)[C@@]12CCC(N2CC(C1)=C)=O.C(C)N(CCCCNC(C(=C)C)=O)CC